tert-butyl 3-(4-chlorophenyl)-3-(cyanomethyl)azetidine-1-carboxylate ClC1=CC=C(C=C1)C1(CN(C1)C(=O)OC(C)(C)C)CC#N